C[C@@H]1[C@H](C2=C(C=C1C)C(=CC(=C2OC)OC)OC)C3=CC(=C(C=C3OC)OC)OC The molecule is a neolignan that consists of 1,2-dihydronaphthalene substituted by a 2,4,5-trimethoxyphenyl group at position 1 (the 1S,2R stereoisomer), methyl groups at positions 2 and 3, and methoxy groups at positions 5, 7 and 8 repectively. It has a role as an anti-inflammatory agent and a metabolite. It is a member of methoxybenzenes, a member of naphthalenes and a neolignan.